CC1CC(CCC1N)CC1=CC(=C(C=C1)N)C (3-methyl-4-aminocyclohexyl)-(3-methyl-4-aminophenyl)-methane